ClC1=NC=CC(=C1)C#N 2-chloro-4-cyanopyridine